CC(C(=O)NC1=CC=C(C=C1)N1C2=C(NCC=C1)C1=CC=CC=C1C=C2)(C)C2=CC=CC=C2 5-[4-[(2-methyl-2-phenylpropionyl)amino]phenyl]-1H-naphtho[1,2-b][1,4]diazepine